4-((4,6-bis(octylthio)-1,3,5-triazin-2-yl)amino)-2,6-di-tert-butylphenol C(CCCCCCC)SC1=NC(=NC(=N1)SCCCCCCCC)NC1=CC(=C(C(=C1)C(C)(C)C)O)C(C)(C)C